CN1CCC(CC1)C(=O)NC=1C=C2C(=NC1)NC=C2C=2C=CC1=C(N(N=N1)C)C2 1-methyl-N-(3-(1-methyl-1H-benzo[d][1,2,3]triazol-6-yl)-1H-pyrrolo[2,3-b]pyridin-5-yl)piperidine-4-carboxamide